FC1=C(C=C(C=C1)C1(CC1)N(C(=O)OC)C[C@@]1(N(CCC1)C(=O)OC(C)(C)C)C)C(F)(F)F tert-butyl (R)-2-(((1-(4-fluoro-3-(trifluoromethyl) phenyl) cyclopropyl) (methoxycarbonyl) amino) methyl)-2-methylpyrrolidine-1-carboxylate